4-(2-(diethylamino)-6-(3-fluoro-4-methoxyphenyl)-1-methyl-1H-imidazo[4,5-b]pyrazin-5-yl)-2-fluorobenzonitrile C(C)N(C1=NC=2C(=NC(=C(N2)C2=CC(=C(C#N)C=C2)F)C2=CC(=C(C=C2)OC)F)N1C)CC